C[Si](CCOCN1N=CC=C1C(C)=NO)(C)C 1-(1-((2-(trimethylsilyl)ethoxy)methyl)-1H-pyrazol-5-yl)ethan-1-one oxime